1-(3-(4-hydroxy-4-carboxypiperidin-1-yl)propyl)indole OC1(CCN(CC1)CCCN1C=CC2=CC=CC=C12)C(=O)O